N[C@H]1C[C@H](CC1)C(=O)NC1CC(C1)NC(=O)C1=C(C=C(C=C1)NC(=O)C=1N(C(=CN1)C=1C(=NN(C1)CC#N)C(F)(F)F)C)Cl N-[4-[[3-[[(1S,3R)-3-aminocyclopentanecarbonyl]amino]cyclobutyl]carbamoyl]-3-chlorophenyl]-5-[1-(cyanomethyl)-3-(trifluoromethyl)pyrazol-4-yl]-1-methylimidazole-2-carboxamide